O=C1C=CC=2C(COC2)=C1 6-oxo-2-benzofuran